[Br-].ClC=1C=C(OCC[N+](CC)(CC)CC)C=CC1Cl 2-(3,4-dichloro-phenoxy)ethyl-triethylammonium bromide